tert-Butyl (5S,8S,11S,12R)-1-((S)-sec-Butyl)-1-(9H-fluoren-9-yl)-5,8-diisopropyl-12-methoxy-4,10-dimethyl-3,6,9-trioxo-2-oxa-4,7,10-triazatetradecan-14-oate [C@H](C)(CC)C(OC(N([C@H](C(N[C@H](C(N(C[C@@H](CC(=O)OC(C)(C)C)OC)C)=O)C(C)C)=O)C(C)C)C)=O)C1C2=CC=CC=C2C=2C=CC=CC12